CC1=CC(=CC=2N(C(=NC21)CCl)C[C@H]2OCCC2)C(=O)O.C(C2=CC=CC=C2)N([C@H](CC(NCCCCCCCC)=O)C(=O)O)C(=O)OCC2C1=CC=CC=C1C=1C=CC=CC21 Benzyl-N2-(((9H-fluoren-9-yl)methoxy)carbonyl)-N4-octyl-D-asparagine methyl-(S)-2-(chloromethyl)-1-((tetrahydrofuran-2-yl)methyl)-1H-benzo[d]imidazole-6-carboxylate